O=C(CCCC(=O)O)CC(C)=O 5,7-DIOXOOCTANOIC ACID